columbium (thiainine) S1CC=CC=C1.[Nb]